C1(CCCC1)[C@@H]1[C@@H](C2=CC=C(C=C2C(C1)(F)F)O)C1=CC=C(C=C1)N1CCC(CC1)C=O 1-(4-((1R,2R)-2-cyclopentyl-4,4-difluoro-6-hydroxy-1,2,3,4-tetrahydronaphthalen-1-yl)phenyl)piperidine-4-carbaldehyde